CC(=O)C1=C(C=CC=C1)C1CCCCC1 cyclohexyl-(phenyl) methyl ketone